C(C)N(CC)C=1C(=C(C(=O)N2CCNCC2)C=CC1)O (diethylamino-hydroxybenzoyl)piperazine